C1=NC=CC2=C1C1=C([SiH2]2)C=CC=C1 benzo[4,5]silolo[3,2-c]pyridine